(R)-1,1,1-trifluorobutan-2-amine FC([C@@H](CC)N)(F)F